3-aminopropan-1,2-diol NCC(CO)O